C(C=C)(=O)Br propenoyl bromide